1-((1,3-dioxolan-2-yl)methyl)-N-(4-chlorophenyl)-3-(6-(6,6-difluoro-2-azaspiro[3.3]heptan-2-yl)pyridin-3-yl)-1H-1,2,4-triazol-5-amine O1C(OCC1)CN1N=C(N=C1NC1=CC=C(C=C1)Cl)C=1C=NC(=CC1)N1CC2(C1)CC(C2)(F)F